bis(4-isocyanato-3-methyl-cyclohexyl)methane N(=C=O)C1C(CC(CC1)CC1CC(C(CC1)N=C=O)C)C